ethyl 5-(4-chlorophenyl)-2-((1,2,3,5,6,7-hexahydro-s-indacen-4-yl) amino)-4,5-dihydrooxazole-5-carboxylate ClC1=CC=C(C=C1)C1(CN=C(O1)NC1=C2CCCC2=CC=2CCCC12)C(=O)OCC